COCC1=NN(C2=CC(=CC=C12)COC1=CC(=NC=C1)N)C1=CC=CC=C1 4-((3-(methoxymethyl)-1-phenyl-1H-indazol-6-yl)methoxy)pyridin-2-amine